NC1(CCC1)C1=CC=C(C=C1)C1=NC=2C=CN3C(C2C=C1C1=CC=CC=C1)=NNC3=O 8-[4-(1-aminocyclobutyl)phenyl]-9-phenyl-[1,2,4]triazolo[3,4-f][1,6]naphthyridin-3(2H)-one